3-(2-oxopyrrolidin-1-yl)azetidine-1-carboxylic acid tert-butyl ester C(C)(C)(C)OC(=O)N1CC(C1)N1C(CCC1)=O